COC1=C(CS)C(=CC(=C1)OC)OC 2,4,6-trimethoxybenzyl mercaptan